C1(=CC=CC=C1)S(=O)(=O)OC1=C(C=CC=C1)NC(=O)NC1=C(C=CC=C1)OS(=O)(=O)C=1C(C)=CC=CC1 N-[2-(phenylsulfonyloxy)phenyl]-N'-[2-(o-toluenesulfonyloxy)phenyl]urea